FC(C1=C(C=C2CCCN(C2=C1)C=1N=C(C=C2C=CC=NC12)C(=O)O)C=1CCN(CC1)S(=O)(=O)C)F 8-[7-difluoromethyl-6-(1-methanesulfonyl-1,2,3,6-tetrahydropyridin-4-yl)-3,4-dihydro-2H-quinolin-1-yl]-[1,7]Naphthyridine-6-carboxylic acid